C(CC)SC=1N=C(C2=C(N1)NN=N2)N 5-(propylsulfanyl)-3H-[1,2,3]triazolo[4,5-d]pyrimidin-7-amine